(R)-2-(cyanomethyl)piperazine C(#N)C[C@H]1NCCNC1